C(CCC)C1=NC2=C(N1C(=O)N)C=CC(=C2)N2CCC(CC2)N2CCN(CC2)C n-butyl-5-(4-(4-methylpiperazin-1-yl)piperidin-1-yl)-1H-benzo[d]Imidazole-1-carboxamide